bis(2,2,6,6-tetramethylpiperidin-4-yl) decanedioate C(CCCCCCCCC(=O)OC1CC(NC(C1)(C)C)(C)C)(=O)OC1CC(NC(C1)(C)C)(C)C